CC1(CC[C@H](CO1)NC(OCC1=CC=CC=C1)=O)C Benzyl (R)-(6,6-dimethyltetrahydro-2H-pyran-3-yl)carbamate